2,7-bis[2-(diethylamino)-ethoxy]-dibenzofuran dihydrochloride Cl.Cl.C(C)N(CCOC1=CC2=C(OC3=C2C=CC(=C3)OCCN(CC)CC)C=C1)CC